N-Boc-3-bromopyrrolidine C(=O)(OC(C)(C)C)N1CC(CC1)Br